ortho-methoxy-acetophenone COC1=C(C=CC=C1)C(C)=O